FC(S=C(O)C1=CC=C(C=C1)C1=CC=CC=C1)(F)F.FC(SOC(C1=CC=C(C=C1)C1=CC=CC=C1)=O)(F)F 4-phenylbenzoic acid trifluoromethylthioester (S-(trifluoromethyl) [1,1'-biphenyl]-4-carbothioate)